ClC=1C=C(C=CC1Cl)[C@@H](CN(C)C)NS(=O)(=O)C1=CC=C(C=C1)OC1=CC=C(C=C1)F (S)-N-(1-(3,4-dichlorophenyl)-2-(dimethylamino)ethyl)-4-(4-fluorophenoxy)benzenesulfonamide